2-{[(1S)-1-{4-[(4,4-Difluoropiperidin-1-yl)methyl]phenyl}ethyl]amino}-8-(2,2,2-trifluoroethyl)pyrido[2,3-d]pyrimidin-7(8H)-on FC1(CCN(CC1)CC1=CC=C(C=C1)[C@H](C)NC=1N=CC2=C(N1)N(C(C=C2)=O)CC(F)(F)F)F